C(C(=O)[O-])(=O)O.[NH4+] ammonium Hydrogen oxalate